75-(3-(allyloxy)-3-oxopropyl)-74-oxo-2,5,8,11,14,17,20,23,26,29,32,35,38,41,44,47,50,53,56,59,62,65,68,71-tetracosaoxa-75-azaoctaheptacontan-78-oic acid C(C=C)OC(CCN(C(CCOCCOCCOCCOCCOCCOCCOCCOCCOCCOCCOCCOCCOCCOCCOCCOCCOCCOCCOCCOCCOCCOCCOCCOC)=O)CCC(=O)O)=O